OCCN1CCC(CC1)C=1C=C2C(=C(NC2=CC1)C=1C=C(C(N(C1)C)=O)C=1C=NC=CC1)C(C)C 5-(5-(1-(2-hydroxyethyl)piperidin-4-yl)-3-isopropyl-1H-indol-2-yl)-1-methyl-[3,3'-bipyridine]-2(1H)-one